3-methyl-2-oxo-N-phenethyl-5-(pyrimidin-5-yl)-2,3-dihydro-1H-benzo[d]imidazole-1-carboxamide CN1C(N(C2=C1C=C(C=C2)C=2C=NC=NC2)C(=O)NCCC2=CC=CC=C2)=O